trans-4-(6-(1-(trans-3-(aminomethyl)cyclobutyl)-3-cyclopropyl-1H-pyrazol-4-yl)-2H-pyrazolo[4,3-c]pyridin-2-yl)cyclohexan-1-ol NC[C@@H]1C[C@H](C1)N1N=C(C(=C1)C1=CC=2C(C=N1)=CN(N2)[C@@H]2CC[C@H](CC2)O)C2CC2